4-((1r,3r)-3-amino-2,2,4,4-tetramethylcyclobutoxy)-2-chlorobenzonitrile hydrochloride CC1(C(C(C1OC2=CC(=C(C=C2)C#N)Cl)(C)C)N)C.Cl